Trisodium Dicarboxymethyl-Alanine C(=O)(O)C(C(=O)O)N[C@@H](C)C(=O)O.[Na].[Na].[Na]